2-Amino-4-(butylamino)-6-(4-(2-(methylamino)ethoxy)benzyl)pyrimidin NC1=NC(=CC(=N1)NCCCC)CC1=CC=C(C=C1)OCCNC